N-phenyl-N',N'-diethyl-1,4-phenylenediamine C1(=CC=CC=C1)NC1=CC=C(C=C1)N(CC)CC